tert-butyl 4-(2-{[(3R,4R)-3-fluoro-1-methanesulfonylpiperidin-4-yl]amino}imidazo[4,3-f][1,2,4]triazin-7-yl)piperidine-1-carboxylate F[C@@H]1CN(CC[C@H]1NC1=NN2C(C=N1)=CN=C2C2CCN(CC2)C(=O)OC(C)(C)C)S(=O)(=O)C